ethoxy-3,4-methylenedioxyamphetamine C(C)ONC(C)CC1=CC2=C(C=C1)OCO2